NCC1=CC(=C2CN(C(C2=C1)=O)C1=CC(=CC=C1)C1(CCC1)[C@H](C1=NN=CN1C)F)C(F)(F)F (R)-6-(aminomethyl)-2-(3-(1-(fluoro(4-methyl-4H-1,2,4-triazol-3-yl)methyl)cyclobutyl)phenyl)-4-(trifluoromethyl)isoindolin-1-one